C1=CC(=CC=C1CO)F p-fluorobenzyl alcohol